C([C@@H]1[C@H]([C@@H]([C@@H]([C@H](O1)O)O)O[C@H]2[C@@H]([C@H]([C@@H](O2)[C@@H](CO)O)O)O)O)O The molecule is a glycosylmannose consisting of an beta-D-galactofuranosyl residue attached to alpha-D-mannopyranose at the 3-position. It has a role as an epitope.